3-[2-amino-5-(2,6-dimethyl-4-pyridyl)thiazol-4-yl]benzonitrile NC=1SC(=C(N1)C=1C=C(C#N)C=CC1)C1=CC(=NC(=C1)C)C